FC(C(CNNC(C1=CC=CC=C1)=O)C)(F)F N'-(3,3,3-trifluoro-2-methyl-propyl)benzoyl-hydrazine